methyl 4-[3-[2,6-dichloro-4-(2,5-diazabicyclo[4.1.0]heptan-2-yl)benzoyl]-2,4-dihydro-1,3-benzoxazine-8-yl]-5-fluoro-2-(3-oxa-8-azabicyclo[3.2.1]octan-8-yl)benzoate ClC1=C(C(=O)N2COC3=C(C2)C=CC=C3C3=CC(=C(C(=O)OC)C=C3F)N3C2COCC3CC2)C(=CC(=C1)N1C2CC2NCC1)Cl